2-(2,6-dioxo-3-piperidyl)-5-[3-(2-hydroxyethoxy)prop-1-ynyl]isoindoline-1,3-dione O=C1NC(CCC1N1C(C2=CC=C(C=C2C1=O)C#CCOCCO)=O)=O